O1C(CCCC1)N1N=CC=C1C=1SC=C(N1)C(=O)OCC ethyl 2-(1-(tetrahydro-2H-pyran-2-yl)-1H-pyrazol-5-yl)thiazole-4-carboxylate